C1(CC1)C(=O)[O-] cyclopropanoate